6-{4-[(3-ethyl-2-oxo-1H-quinolin-7-yl)methyl]piperazin-1-yl}pyridine-3-carbonitrile C(C)C=1C(NC2=CC(=CC=C2C1)CN1CCN(CC1)C1=CC=C(C=N1)C#N)=O